C(C)(C)(C)NC[C@@H](COC1=NSN=C1N1CCOCC1)OC(C(CC#C)CC#C)=O (S)-1-(tert-butylamino)-3-((4-morpholino-1,2,5-thiadiazol-3-yl)oxy)propan-2-yl-2-(prop-2-yn-1-yl)pent-4-ynoate